CN1[SiH2]N([SiH2]N([SiH2]1)C)C 1,3,5-trimethyl-1,3,5-triaza-2,4,6-trisila-cyclohexane